(E)-4-methyl-N'-(3-((4-oxo-4H-benzopyran-3-yl)methoxy)benzylidene)benzoyl-hydrazine CC1=CC=C(C(=O)N/N=C/C2=CC(=CC=C2)OCC2=COC3=C(C2=O)C=CC=C3)C=C1